CC(CCCCCCCCCCCC(CCNCC(=O)O)OCCCC=CCCCCCCCC(C)C)C N-(15-methyl-3-(13-methyl-4-tetradecenyloxy)-hexadecyl)-glycine